5-(1-(1,3-difluoropropan-2-yl)-1H-benzo[d][1,2,3]triazol-6-yl)-6-fluoro-4-methoxy-N-(2-oxaspiro[3.5]nonan-7-yl)pyrrolo[2,1-f][1,2,4]triazin-2-amine FCC(CF)N1N=NC2=C1C=C(C=C2)C=2C(=CN1N=C(N=C(C12)OC)NC1CCC2(COC2)CC1)F